C(CC)(=O)[O-].[Fe+2].NCCN[Na].C(CC)(=O)[O-] N-(2-aminoethyl)-aminosodium iron propionate